COC1=CC=C(C=C1)S(=O)(=O)N1N=C(C=C1)C(=O)NCC1=CC(=NO1)C 1-(4-methoxybenzene-1-sulfonyl)-N-[(3-methyl-1,2-oxazol-5-yl)methyl]-1H-pyrazole-3-carboxamide